O=C1NN=CC2=CC(=CC=C12)C#N 1-oxo-1,2-dihydrophthalazine-6-carbonitrile